CC1CCC(C(C1)O)C(=C)C 5-methyl-2-(1-methylethenyl)cyclohexanol